ClC1=C(C(=CC=C1)N=C=S)Cl 1,2-dichloro-3-isothiocyanatobenzene